N-{[2-(cyclopropylmethoxy)-3,4-difluorophenyl]methyl}-5-{2-acetamidoimidazo[1,2-b]pyridazin-6-yl}-2-(deutero)methoxy-6-methylpyridine-3-carboxamide C1(CC1)COC1=C(C=CC(=C1F)F)CNC(=O)C=1C(=NC(=C(C1)C=1C=CC=2N(N1)C=C(N2)NC(C)=O)C)OC[2H]